CC(=CO)C(CC)C 2,3-dimethylpentenol